FC(S(=O)(=O)N[C@@H]1[C@@H](N(CC12CC2)C(=O)[C@@H]2OCC2)CC=2C(=C(C=CC2)C2=C(C=CC(=C2)F)F)F)F 1,1-difluoro-N-((6S,7S)-5-((R)-oxetane-2-carbonyl)-6-((2,2',5'-trifluoro-[1,1'-biphenyl]-3-yl)methyl)-5-azaspiro[2.4]heptan-7-yl)methanesulfonamide